C(C)(=O)OC1CCC2(CCN(CC2)C([C@@](C(F)(F)F)(C2=CC(=CC=C2)OC)O)=O)CC1 |o1:14| 3-((R or S)-3,3,3-trifluoro-2-hydroxy-2-(3-methoxyphenyl)propanoyl)-3-azaspiro[5.5]undecan-9-yl acetate